4,4'-Bis[p-methoxystyryl]-2,2'-bipyridine COC1=CC=C(C=CC2=CC(=NC=C2)C2=NC=CC(=C2)C=CC2=CC=C(C=C2)OC)C=C1